P(=O)(O)(O)O.NC1=CC=C(C=C1)C 4-toluidine phosphate